3-[4-[1-[2-[4-[[2,6-dimethoxy-4-(6-methyl-7-oxo-1H-pyrazolo[3,4-c]pyridin-4-yl)phenyl]methyl]phenyl]acetyl]-4-piperidyl]anilino]piperidine-2,6-dione COC1=C(C(=CC(=C1)C=1C2=C(C(N(C1)C)=O)NN=C2)OC)CC2=CC=C(C=C2)CC(=O)N2CCC(CC2)C2=CC=C(NC1C(NC(CC1)=O)=O)C=C2